N1CC(CCC1)CCNC([O-])=O 2-(piperidin-3-yl)ethylcarbamate